ClC1=CC=C(C=C1)C/C=C/Br (E)-3-(4-chlorophenyl)-propenyl bromide